1-bromo-7-fluoro-8-(2-triisopropylsilylethynyl)isoquinolin-3-amine BrC1=NC(=CC2=CC=C(C(=C12)C#C[Si](C(C)C)(C(C)C)C(C)C)F)N